((R)-4-(Azetidin-1-yl)-2,5-dimethyl-5,7-dihydro-6H-pyrrolo[3,4-d]pyrimidin-6-yl)((R)-1-(2-methoxypyridin-4-yl)pyrrolidin-3-yl)methanone N1(CCC1)C=1C2=C(N=C(N1)C)CN([C@@H]2C)C(=O)[C@H]2CN(CC2)C2=CC(=NC=C2)OC